[OH-].OCC[N+](C)(C)C.OCC[N+](C)(C)C.OCC[N+](C)(C)C.[OH-].[OH-] tri-choline hydroxide